4-N-tert-butyloxycarbonyl-1-(3-methoxypropyl)-4-piperidinamine C(C)(C)(C)OC(=O)NC1CCN(CC1)CCCOC